(R)-1-(2-(1-ethyl-1H-pyrazol-3-yl)quinolin-4-yl)ethan-1-amine C(C)N1N=C(C=C1)C1=NC2=CC=CC=C2C(=C1)[C@@H](C)N